7-fluoro-2-(4-fluorophenyl)-3-t-butyldimethylsilyloxy-2,3-dihydroquinolin-4(1H)-one FC1=CC=C2C(C(C(NC2=C1)C1=CC=C(C=C1)F)O[Si](C)(C)C(C)(C)C)=O